FC([C@H](CC)NC(OCC1C2=CC=CC=C2C=2C=CC=CC12)=O)=O 9H-Fluoren-9-ylmethyl [(2S)-1-fluoro-1-oxobutan-2-yl]carbamate